C(C)(C)(C)C(=O)N1CC(C1)N1N=C(C(=C1)[N+](=O)[O-])C(=O)OCC Ethyl 1-(1-(tert-butylcarbonyl) azetidin-3-yl)-4-nitro-1H-pyrazole-3-carboxylate